6'-{4-[(2-{3-[2-(morpholin-4-yl)ethoxy]phenyl}ethyl)amino]-4-oxobutoxy}-2',3'-dihydrospiro[cyclohexane-1,1'-indene]-4-carboxylic acid N1(CCOCC1)CCOC=1C=C(C=CC1)CCNC(CCCOC1=CC=C2CCC3(C2=C1)CCC(CC3)C(=O)O)=O